NC(C(=O)O)C=C(C)C 2-AMINO-4-METHYL-3-PENTENOIC ACID